C(C)(C)(C)[Si](C1=CC=CC=C1)(C1=CC=CC=C1)OCC1NC(CCC1C(C)C)C1=NC=C(C=N1)OC(C)C tert-Butyl-[[6-(5-isopropoxypyrimidin-2-yl)-3-isopropyl-2-piperidyl]methoxy]-diphenyl-silane